4-methoxy-6-(4-(((3S,5R)-3-methyl-5-(4-methyl-1-oxo-1,3-dihydroisobenzofuran-5-yl)piperazin-1-yl)methyl)-2-oxopyrrolidin-1-yl)nicotinonitrile COC1=CC(=NC=C1C#N)N1C(CC(C1)CN1C[C@@H](N[C@@H](C1)C=1C(=C2COC(C2=CC1)=O)C)C)=O